dioctyltin ditaurate NCCS(=O)(=O)[O-].NCCS(=O)(=O)[O-].C(CCCCCCC)[Sn+2]CCCCCCCC